1,2-dibutyl-1-methyl-pyrrolium chloride [Cl-].C(CCC)[N+]1(C(=CC=C1)CCCC)C